(5-methyl-3-pyridyl)boronic acid CC=1C=C(C=NC1)B(O)O